C(C)OC1=C(OC2CN(CCC2)C2=CN=CC(=N2)NC(CC2=CC=C(C(=O)O)C=C2)=O)C=CC=C1 4-(2-((6-(3-(2-ethoxyphenoxy)piperidin-1-yl)pyrazin-2-yl)amino)-2-oxoEthyl)benzoic acid